3-(8-amino-5-(1-methyl-6-oxo-1,6-dihydropyridin-3-yl)-2-(pyridin-2-ylmethyl)-[1,2,4]triazolo[1,5-a]pyrazin-6-yl)-2-fluorobenzonitrile NC=1C=2N(C(=C(N1)C=1C(=C(C#N)C=CC1)F)C1=CN(C(C=C1)=O)C)N=C(N2)CC2=NC=CC=C2